4-(2-(1-(cyclobutylmethyl)-1H-pyrazol-5-yl)-9-ethyl-8-(pyridin-4-yl)-9H-purin-6-yl)morpholine C1(CCC1)CN1N=CC=C1C1=NC(=C2N=C(N(C2=N1)CC)C1=CC=NC=C1)N1CCOCC1